BrC1=NN=C(S1)NC(CSC=1NC(C2=C(N1)N(N=C2)C2CCCCC2)=O)=O (3s)-N-(5-bromo-1,3,4-thiadiazol-2-yl)-2-((1-cyclohexyl-4-oxo-4,5-dihydro-1H-pyrazolo[3,4-d]pyrimidin-6-yl)thio)acetamide